C(=O)(OC(C)(C)C)N[C@H](C(=O)O)CC N-Boc-(S)-2-aminobutyric acid